3-acetyl-2,4-dimethylpyrrole C(C)(=O)C1=C(NC=C1C)C